N',N'-bis[1-(4-fluorophenyl)ethyl]oxamide FC1=CC=C(C=C1)C(C)N(C(C(N)=O)=O)C(C)C1=CC=C(C=C1)F